di-n-butyl-bis(propoxymethyl)silane C(CCC)[Si](COCCC)(COCCC)CCCC